BrC(C(=O)NC1=CC=C(C=C1)Cl)(F)F 2-bromo-2,2-difluoro-N-(4-chlorophenyl)acetamide